FC=1C=C(CC=2C=CC(=NC2)N)C=CC1 5-(3-fluorobenzyl)pyridin-2-amine